N1(CCC1)CC1=C(CNC2=CC(=C(C(=C2)F)S(=O)(=O)NC2=NC=CC=N2)F)C(=CC=C1)F 4-((2-(azetidin-1-ylmethyl)-6-fluorobenzyl)amino)-2,6-difluoro-N-(pyrimidin-2-yl)benzenesulfonamide